(S)-N,1-Dimethyl-N-((S)-pyrrolidin-3-yl)pyrrolidin-3-amine CN([C@@H]1CN(CC1)C)[C@@H]1CNCC1